4,4-Dimethylcyclohexyl ((S)-4-methyl-1-oxo-1-(((S)-1-oxo-3-((S)-2-oxopyrrolidin-3-yl)propan-2-yl)amino)pentan-2-yl)carbamate CC(C[C@@H](C(N[C@H](C=O)C[C@H]1C(NCC1)=O)=O)NC(OC1CCC(CC1)(C)C)=O)C